ClCCCCOC=1C=C2C(N(C(C2=CC1)=O)C1C(NC(CC1)=O)=O)=O 5-(4-chlorobutoxy)-2-(2,6-dioxopiperidin-3-yl)isoindoline-1,3-dione